3-methoxy-5-hydroxy-1,4-naphthoquinone COC1=CC(C2=CC=CC(=C2C1=O)O)=O